tert-butyl 4-[4-[2-fluoro-4-(7-fluoro-1-methyl-benzotriazol-5-yl)oxy-3-methyl-anilino]pyrido[3,2-d]pyrimidin-6-yl]piperazine-1-carboxylate FC1=C(NC=2C3=C(N=CN2)C=CC(=N3)N3CCN(CC3)C(=O)OC(C)(C)C)C=CC(=C1C)OC1=CC3=C(N(N=N3)C)C(=C1)F